S(=O)(=O)([O-])[O-].P(=O)([O-])(O)O.[Fe+2].[Na+] sodium iron phosphate sulfate